N4-(benzofuran-7-yl)-5-bromo-N2-(2-methoxy-5-methyl-4-(4-(4-methylpiperazin-1-yl)piperidin-1-yl)phenyl)pyrimidine-2,4-diamine O1C=CC2=C1C(=CC=C2)NC2=NC(=NC=C2Br)NC2=C(C=C(C(=C2)C)N2CCC(CC2)N2CCN(CC2)C)OC